C(C=C)(=O)N1[C@H](CN(C[C@H]1C)C1=NC(N2C3=C(C(=C(C=C13)C(F)(F)F)C1=CC=C(C=C1)F)SCC(C2)C2=CC=C(C=C2)F)=O)C 8-((3s,5r)-4-propenoyl-3,5-dimethylpiperazin-1-yl)-3,11-bis(4-fluorophenyl)-10-(trifluoromethyl)-3,4-dihydro-[1,4]thiazepino[2,3,4-ij]quinazolin-6(2H)-one